C(#N)C1(CCN(CC1)C1=C(C=NC2=C(C=C(C=C12)F)F)C(=O)N1CCN(CC1)C(=O)N(CC)CC)C 4-(4-(4-cyano-4-methylpiperidin-1-yl)-6,8-difluoroquinoline-3-carbonyl)-N,N-diethylpiperazine-1-carboxamide